(4,5-dimethylfuran-2-yl)methanone CC=1C=C(OC1C)C=O